6-bromo-4-morpholinopyrrole BrC1CN(CCO1)C=1C=CNC1